(3ar,6as)-hexahydro-1H-furo[3,4-c]pyrrole C1OC[C@@H]2[C@H]1CNC2